COC1=C(C=O)C=CC(=C1CC)C=O 2-methoxy-3-ethyl-terephthalaldehyde